C1(CCC1)CNC1=NS(C2=C(N1)C(=CC=C2)C2=C(C#N)C=CC=C2)(=O)=O 2-(3-((cyclobutylmethyl)amino)-1,1-dioxo-4H-benzo[e][1,2,4]thiadiazin-5-yl)benzonitrile